C1(=CC=CC=C1)C(=O)CC ethyl phenyl keton